FC=1C(=CC=2N(C1)C=NN2)CCN2CC1(C2)CC(C1)OC1=CC=C2C=NN(C2=C1)C 6-Fluoro-7-[2-[6-(1-methylindazol-6-yl)oxy-2-azaspiro[3.3]heptan-2-yl]ethyl]-[1,2,4]triazolo[4,3-a]pyridine